O[C@H]1C[C@@H]([C@@H]2[C@H]1OC(O2)(C)C)CNC([O-])=O N-{[(3aR,4R,6S,6aS)-6-hydroxy-2,2-dimethyl-tetrahydro-3aH-cyclopenta[d][1,3]dioxol-4-yl]methyl}carbamate